S1N=C(C2=C1C=CC=C2)C(=O)NC=2N=C(N(C2)CC(=O)NCC2=CC=C(C=C2)OC)C(=O)OCC ethyl 4-(benzo[d]isothiazole-3-carboxamido)-1-(2-((4-methoxybenzyl)amino)-2-oxoethyl)-1H-imidazole-2-carboxylate